ClC1=C(C=CC=C1B1OC(C(O1)(C)C)(C)C)NC(=O)C1=NN2C([C@@H](CCC2)N2C[C@@H](CC2)C(=O)OC(C)C)=C1 isopropyl (3R)-1-[(4R)-2-[[2-chloro-3-(4,4,5,5-tetramethyl-1,3,2-dioxaborolan-2-yl)phenyl]carbamoyl]-4,5,6,7-tetrahydropyrazolo[1,5-a]pyridin-4-yl]pyrrolidine-3-carboxylate